COC1=CC=C(C=C1)CN1CCC=2C(=C3C=C(SC3=NC12)C)O 12-[(4-methoxyphenyl)methyl]-5-methyl-4-thia-2,12-diazatricyclo[7.3.0.03,7]-dodeca-1(9),2,5,7-tetraen-8-ol